ethyl-2-(3,8-diazabicyclo[3.2.1]octan-8-yl)-5-fluoro-N4-(1H-indazol-5-yl)-N6,N6-dimethylpyrimidine-4,6-diamine C(C)N(C1=NC(=NC(=C1F)N(C)C)N1C2CNCC1CC2)C=2C=C1C=NNC1=CC2